Cl.C(CC)N(CCC1=C2CC(NC2=CC=C1)=O)CCC 4-[2-di-n-propylaminoethyl]-1,3-dihydro-2H-indol-2-one hydrochloride